(R)-8-(6-(1-aminoethyl)-2-(7-(ethoxycarbonyl)-5-methoxy-3-methylimidazo[1,2-a]pyridin-2-yl)-1H-pyrrolo[2,3-b]pyridin-1-yl)octanoic acid N[C@H](C)C1=CC=C2C(=N1)N(C(=C2)C=2N=C1N(C(=CC(=C1)C(=O)OCC)OC)C2C)CCCCCCCC(=O)O